CN1CCN(CC1)CCC[Si](OCC)(OCC)OCC 3-(4-methylpiperazin-1-yl)propyltriethoxysilane